C(#N)[C@H](CC1=CC=C(C=C1)C=1C=CC2=C(N(C(S2)=O)C)C1)NC(=O)[C@H]1OCCCNC1 (2S)-N-{(1S)-1-cyano-2-[4-(3-methyl-2-oxo-2,3-dihydro-1,3-benzothiazol-5-yl)phenyl]ethyl}-1,4-oxaazepane-2-carboxamide